C(C)C1(OC1)C1=NC(=CC(=C1)C(C)(C)NC(OC(C)(C)C)=O)C1=CC=C(C=C1)F tert-butyl (2-(2-(2-ethyloxiran-2-yl)-6-(4-fluorophenyl)pyridin-4-yl)propan-2-yl)carbamate